(1-tosyl-1H-pyrrolo[3,2-c]pyridin-4-yl)methanol S(=O)(=O)(C1=CC=C(C)C=C1)N1C=CC=2C(=NC=CC21)CO